(R)-1-(1-((3-(5-ethyl-4-oxo-7-propyl-4,5-dihydro-3H-pyrrolo[3,2-d]pyrimidin-2-yl)-4-propoxy phenyl)sulfonyl)piperidin-4-yl)ethane-1,2-diyl dinitrate [N+](=O)(O[C@@H](CO[N+](=O)[O-])C1CCN(CC1)S(=O)(=O)C1=CC(=C(C=C1)OCCC)C=1NC(C2=C(N1)C(=CN2CC)CCC)=O)[O-]